5-iodo-1-methyl-2-[4-(trifluoromethyl)phenyl]-1H-imidazole-4-carboxylic acid ethyl ester C(C)OC(=O)C=1N=C(N(C1I)C)C1=CC=C(C=C1)C(F)(F)F